B([O-])(O)O.C(CC(O)(C(=O)O)CC(=O)O)(=O)O.[Na+] sodium citrate borate